BrC1=C(C(=O)C2=CC=C(OCCC3=C(C(=O)N)C=CC=N3)C=C2)C=C(C=C1)Cl (2-(4-(2-bromo-5-chlorobenzoyl)phenoxy)ethyl)nicotinamide